Undecan-6-one CCCCCC(CCCCC)=O